(1S,3R,4S)-2-((S)-2-bromo-9-hydroxy-9H-fluorene-9-carbonyl)-N-((S)-1-cyano-2-((S)-2-oxopiperidin-3-yl)ethyl)-5,5-difluoro-2-azabicyclo[2.2.2]octane-3-carboxamide BrC1=CC=2[C@@](C3=CC=CC=C3C2C=C1)(C(=O)N1[C@@H]2CC([C@H]([C@@H]1C(=O)N[C@@H](C[C@H]1C(NCCC1)=O)C#N)CC2)(F)F)O